ClN1CCN(CC1)C1=CC=CC=2OCC(OC21)O 5-(4-chloropiperazin-1-yl)-3-hydroxy-2,3-dihydro-1,4-benzodioxine